N-(1-(7-(8-ethynyl-7-fluoro-3-hydroxynaphthalen-1-yl)-8-fluoro-2-(((2R,7aS)-2-fluorotetrahydro-1H-pyrrolizin-7a(5H)-yl)methoxy)quinazolin-4-yl)pyrrolidin-3-yl)methanesulfonamide C(#C)C=1C(=CC=C2C=C(C=C(C12)C1=CC=C2C(=NC(=NC2=C1F)OC[C@]12CCCN2C[C@@H](C1)F)N1CC(CC1)NS(=O)(=O)C)O)F